FC(C(C(F)(F)F)(O)C1=CC=C(C=C1)C1=C(C=C(C=C1)CN1C[C@H](N(CC1)CC1=CC=NC=C1)C(=O)OCC)C)(F)F ethyl (S)-4-((4'-(1,1,1,3,3,3-hexafluoro-2-hydroxypropan-2-yl)-2-methyl-[1,1'-biphenyl]-4-yl)methyl)-1-(pyridin-4-ylmethyl)piperazine-2-carboxylate